NC=1C=C(C=C(C1)C(F)(F)F)[C@@H](C)NC1=NC(=NC2=CC=C(C=C12)P(CC)(CC)=O)C (R)-(4-(1-(3-amino-5-trifluoromethylphenyl)ethylamino)-2-methylquinazolin-6-yl)diethylphosphine oxide